F[C@@H]1[C@@H](CN(CC1)C)NC=1C=2N(C=CC1)C(=C(N2)C#CCNC2=C(C=C(C(=O)NC)C=C2)OC)SC(F)(F)F 4-((3-(8-(((3R,4S)-4-fluoro-1-methylpiperidin-3-yl)amino)-3-((trifluoromethyl)thio)imidazo[1,2-a]pyridin-2-yl)prop-2-yn-1-yl)amino)-3-methoxy-N-methylbenzamide